ClC=1C=NN(C1)CCC(=O)O 3-(4-chloro-1H-pyrazol-1-yl)propionic acid